C(C1=CC=CC=C1)OC1=CC=C2C(=CNC2=C1)C=O 6-BENZYLOXYINDOLE-3-CARBOXALDEHYDE